C(C)(C)(C)NC(CN1CC2(C1)CN(C2)CC(=O)NC2=CC(=CC(=C2)Cl)Cl)=O 2-[2-[2-(tert-butylamino)-2-oxo-ethyl]-2,6-diazaspiro[3.3]hept-6-yl]-N-(3,5-dichlorophenyl)acetamide